N-(2,6-dioxopiperidin-3-yl)-4-(((R)-pyrrolidin-3-yl)methoxy)benzamide O=C1NC(CCC1NC(C1=CC=C(C=C1)OC[C@H]1CNCC1)=O)=O